1-(methyl-d3)-1H-1,2,3-triazol C(N1N=NC=C1)([2H])([2H])[2H]